1-Methyl-2-acetylpyrrol CN1C(=CC=C1)C(C)=O